C(C)(C)(C)C1=CC=C(CN2N=C(N(C2=O)CC)CCCC=2C=C(C=CC2)C2=CC(=CC=C2)C2(CC2)C(=O)O)C=C1 1-(3'-(3-(1-(4-(tert-butyl)benzyl)-4-ethyl-5-oxo-4,5-dihydro-1H-1,2,4-triazol-3-yl)propyl)-[1,1'-biphenyl]-3-yl)cyclopropanecarboxylic acid